CN1N=CC(=C1)NCCCNC(OCC1=CC=CC=C1)=O benzyl N-[3-[(1-methylpyrazol-4-yl)amino]propyl]carbamate